[NH4+].[NH4+].N(N=C1SC2=C(N1CC)C=CC(=C2)S(=O)(=O)[O-])=C2SC1=C(N2CC)C=CC(=C1)S(=O)(=O)[O-] 2,2'-azinobis(3-ethylbenzothiazolin-6-sulfonic acid)-diammonium salt